(1S,3S)-3-((6-(5-((((2-cyclopropyl-ethoxy)carbonyl)amino)methyl)-1-methyl-1H-1,2,3-triazol-4-yl)-2-methylpyridin-3-yl)oxy)cyclohexane-1-carboxylic acid C1(CC1)CCOC(=O)NCC1=C(N=NN1C)C1=CC=C(C(=N1)C)O[C@@H]1C[C@H](CCC1)C(=O)O